heptanoyl-glycine nickel [Ni].C(CCCCCC)(=O)NCC(=O)O